4-((2S,5R)-4-(bis(4-fluorophenyl)methyl)-2,5-dimethylpiperazin-1-yl)-1,3-dimethyl-1H-pyrazolo[4,3-e][1,2,4]triazolo[4,3-a]pyridine FC1=CC=C(C=C1)C(N1C[C@@H](N(C[C@H]1C)C1=CC=2N(C3=C1C(=NN3C)C)C=NN2)C)C2=CC=C(C=C2)F